C(CCCCCC=C)[Si](CC=C)(C)C 7-octenyldimethyl(allyl)silane